4-[[(2R,3R,4S,5S)-3-(3,4-difluoro-2-methoxy-phenyl)-4,5-dimethyl-5-(trifluoromethyl)tetrahydrofuran-2-carbonyl]amino]-5-fluoro-pyridine-2-carboxamide FC=1C(=C(C=CC1F)[C@@H]1[C@@H](O[C@@]([C@H]1C)(C(F)(F)F)C)C(=O)NC1=CC(=NC=C1F)C(=O)N)OC